n-butylammonium hexafluorophosphate F[P-](F)(F)(F)(F)F.C(CCC)[NH3+]